NC(C(=O)O)C(C)F 2-AMINO-3-FLUOROBUTYRIC ACID